acryloyloxyundecyltriethoxysilane C(C=C)(=O)OCCCCCCCCCCC[Si](OCC)(OCC)OCC